NCC=1C=CC2=C(B(OC2(C)C)O)C1 6-(aminomethyl)-3,3-dimethylbenzo[c][1,2]Oxaborole-1(3H)-ol